ClC=1C=CC=C2N(C(C(=NC12)C(=O)C1C(CCCC1=O)=O)=O)C1=CC=C(C=C1)OC 2-[[8-chloro-3,4-dihydro-4-(4-methoxyphenyl)-3-oxo-2-quinoxalinyl]carbonyl]-1,3-cyclohexanedione